COC(C(=NO)C1=NC=C(C=C1)Br)=O (5-bromopyridin-2-yl)-2-(N-hydroxyimino)acetic acid methyl ester